2-Fluoro-5-(1-isopropyl-1H-pyrazol-4-yl)aniline FC1=C(N)C=C(C=C1)C=1C=NN(C1)C(C)C